N1=CN=CC(=C1)CN1C(NC2=NC=C(C=C21)C2=CC(=CC=C2)C(F)(F)F)=O 1-(pyrimidin-5-ylmethyl)-6-[3-(trifluoromethyl)phenyl]-3H-imidazo[4,5-b]pyridin-2-one